ClC=1C=C(C=NC1N1N=C(N=N1)C)N 5-chloro-6-(5-methyl-2H-tetrazol-2-yl)pyridin-3-amine